4-benzyl-3-((S)-2-ethyl-3-methylbutanoyl)oxazolidin-2-one C(C1=CC=CC=C1)C1N(C(OC1)=O)C([C@H](C(C)C)CC)=O